(9-hydroxy-8-methoxy-4,5-dihydronaphtho[2,1-d]isoxazol-3-yl)-2,6-dimethoxy-N-((2-(trimethylsilyl)ethoxy)methyl)benzenesulfonamide OC=1C(=CC=C2CCC=3C(=NOC3C12)C=1C(=C(C(=CC1)OC)S(=O)(=O)NCOCC[Si](C)(C)C)OC)OC